1-(4-methoxybenzyl)-3-(2-oxoethyl)-3a,7a-dihydro-1H-7-azaindole COC1=CC=C(CN2C=C(C3C=CC=NC23)CC=O)C=C1